C(C)(C)N(C(=O)C1=NOC(=N1)C1=C(C(=C(C(=C1)F)F)O)F)CC1=NC=CC=C1C N-Isopropyl-N-((3-methylpyridin-2-yl)methyl)-5-(2,4,5-trifluoro-3-hydroxyphenyl)-1,2,4-oxadiazole-3-carboxamide